2-(2-fluoropropan-2-yl)-N-(6-(1-((3R,4R)-4-hydroxy-3-methyltetrahydrofuran-3-yl)piperidin-4-yl)-7-methylisoquinolin-3-yl)cyclopropane-1-carboxamide FC(C)(C)C1C(C1)C(=O)NC=1N=CC2=CC(=C(C=C2C1)C1CCN(CC1)[C@@]1(COC[C@@H]1O)C)C